2-chloro-5-(3-cyclopropyl-phenoxy)-N-[[1-(4-fluorophenyl)cyclobutyl]methyl]pyridine-4-carboxamide ClC1=NC=C(C(=C1)C(=O)NCC1(CCC1)C1=CC=C(C=C1)F)OC1=CC(=CC=C1)C1CC1